C(C)(C)(C)OC(=O)N1CCN(C(C1)=O)C 4-methyl-5-oxopiperazine-1-carboxylic acid tert-butyl ester